3-(4,6-dihydroxypyrimidin-2-yl)-5,6-dihydro-4H-spiro[benzo[d]isoxazol-7,1'-cyclohexane]-2'-one OC1=NC(=NC(=C1)O)C1=NOC2=C1CCCC21C(CCCC1)=O